1,4-diamino-2-naphthol NC1=C(C=C(C2=CC=CC=C12)N)O